tert-butyl 4-(6-bromo-3-pyridyl)piperazine-1-carboxylate BrC1=CC=C(C=N1)N1CCN(CC1)C(=O)OC(C)(C)C